The molecule is an organosulfonate oxoanion that is the conjugate base of 3-sulfolactaldehyde, obtained by deprotonation of the sulfo group; major species at pH 7.3. It is a conjugate base of a 3-sulfopropanediol. C(C(CS(=O)(=O)[O-])O)O